ClC1=CC=C(C2=C1C=C(O2)F)COC2=CC=CC(=N2)C2=CCC(CC2)CC=2N(C1=C(N2)SC(=C1)C(=O)OC)CCOC Methyl 2-((4-(6-((4-chloro-2-fluorobenzofuran-7-yl)methoxy)pyridin-2-yl)cyclohex-3-en-1-yl)methyl)-1-(2-methoxyethyl)-1H-thieno[2,3-d]imidazole-5-carboxylate